5-(2-chloro-3-fluoro-4-methoxy-phenyl)-N-[4-[4-(4-hydroxypiperidine-4-carbonyl)piperazine-1-carbonyl]-3-methyl-phenyl]-1-methyl-imidazole-2-carboxamide ClC1=C(C=CC(=C1F)OC)C1=CN=C(N1C)C(=O)NC1=CC(=C(C=C1)C(=O)N1CCN(CC1)C(=O)C1(CCNCC1)O)C